C(C(=C)C)(=O)OCCC[SiH](OC)OC γ-methacryloxypropyldimethoxysilane